5,7,7-trimethyl-2-(1,3,3-trimethylbutyl)-1-octanol CC(CCC(CO)C(CC(C)(C)C)C)CC(C)(C)C